3-bromo-2-fluoro-4-iodo-5-methylaniline BrC=1C(=C(N)C=C(C1I)C)F